CC1=C(C=C(C(=O)NCC2=NC=CC(=C2)C2=NC(=CC=C2)N2CCOCC2)C=C1)S(=O)(=O)C 4-methyl-3-(methylsulfonyl)-N-((6-morpholino-[2,4'-bipyridin]-2'-yl)methyl)benzamide